6-fluoro-5-methoxy-1-methyl-1H-indazole FC1=C(C=C2C=NN(C2=C1)C)OC